1,2,4-trimethyl-5-(2-oxo-2-(pyridin-2-ylamino)acetyl)-N-(3,4,5-trifluorophenyl)-1H-pyrrole-3-carboxamide CN1C(=C(C(=C1C(C(NC1=NC=CC=C1)=O)=O)C)C(=O)NC1=CC(=C(C(=C1)F)F)F)C